C([O-])([O-])=O.[NH4+].[NH4+] Ammonium Carbonate